perfluorophenyl 5-((diethoxyphosphoryl)difluoromethyl)benzo[b]thiophene-2-carboxylate C(C)OP(=O)(OCC)C(C1=CC2=C(SC(=C2)C(=O)OC2=C(C(=C(C(=C2F)F)F)F)F)C=C1)(F)F